C1(NC(C2(C3=CC=CC=C13)CCC2)=O)=O 1'H-spiro[cyclobutane-1,4'-isoquinoline]-1',3'(2'H)-dione